tert-butyl-2-(2,6-dioxopiperidin-3-yl)-4-fluoroisoindole-1,3-dione C(C)(C)(C)C=1C(=C2C(N(C(C2=CC1)=O)C1C(NC(CC1)=O)=O)=O)F